O1CCC2=C1C=CC(=C2)C(C)N2CCN(CC2)C2=CC=C(C=N2)S(=NC(C(F)(F)F)=O)(=O)CC N-((6-(4-(1-(2,3-dihydrobenzofuran-5-yl)ethyl)piperazin-1-yl)pyridin-3-yl)(ethyl)(oxo)-λ6-sulfanylidene)-2,2,2-trifluoroacetamide